[I-](I)I.[Na+] sodium triiodide